3-(trifluoromethyl)-N-(5-(3-(trifluoromethyl)phenyl)-1,3,4-oxadiazol-2-yl)benzamide FC(C=1C=C(C(=O)NC=2OC(=NN2)C2=CC(=CC=C2)C(F)(F)F)C=CC1)(F)F